N-methyl-N-p-methoxyphenyl-isoquinolin-1-amine CN(C1=NC=CC2=CC=CC=C12)C1=CC=C(C=C1)OC